N1=C(C=CC=C1)SSCCC(=O)NCCCCCC(=O)ON1C(C(CC1=O)S(=O)(=O)O)=O sulfosuccinimidyl 6-(3'-(2-pyridyl dithio)propionamido)hexanoate